OC1CC2(C1)CC(N(CC2)C(=O)OCC2=CC=CC=C2)C2=CC=C(C=C2)C(=O)OC benzyl 2-hydroxy-6-(4-(methoxycarbonyl)phenyl)-7-azaspiro[3.5]nonane-7-carboxylate